Cl.N1(CCC(CC1)N1CCN(CC1)C1=CC=CC=2N(C(N(C21)C)=O)C2C(NC(CC2)=O)=O)C2CCNCC2 3-[4-(4-{[1,4'-Bipiperidin]-4-yl}piperazin-1-yl)-3-methyl-2-oxo-1,3-benzodiazol-1-yl]piperidine-2,6-dione hydrochloride